4-ethyl-2,2,6,6-tetramethylpiperidine C(C)C1CC(NC(C1)(C)C)(C)C